N-(7-chloro-4-methoxy-6-(methoxymethyl)benzo[d]isoxazol-3-yl)-2,6-dimethoxybenzene-sulfonamide ClC1=C(C=C(C=2C(=NOC21)NS(=O)(=O)C2=C(C=CC=C2OC)OC)OC)COC